CC1=CC=C(C=C1)NC(N(C)C)=O 3-(4-methylphenyl)-1,1-dimethyl-urea